2-Methyl-1-phenyl-1,2,3,4-tetrahydroisoquinoline CN1C(C2=CC=CC=C2CC1)C1=CC=CC=C1